N-Phenyl[1,1':3',1''-terphenyl]-2'-amin C1(=CC=CC=C1)NC1=C(C=CC=C1C1=CC=CC=C1)C1=CC=CC=C1